4-(4-fluoro-1-(pyridazin-3-ylmethyl)-benzimidazol-2-yl)-1,2,5-thiadiazol-3-amine FC1=CC=CC=2N(C(=NC21)C=2C(=NSN2)N)CC=2N=NC=CC2